O.[Na+].N(CC(=O)[O-])(CC(=O)[O-])CC(=O)[O-].[Na+].[Na+] nitrilotriacetic acid sodium salt monohydrate